N[C@H](CCC(=O)O)C(N)=O D-alpha-glutamine